7-(difluoromethoxy)-1-hydroxyisoquinoline FC(OC1=CC=C2C=CN=C(C2=C1)O)F